tert-butyl (R)-(1-(5-((6-fluoro-2-methyl-2H-indazol-5-yl)carbamoyl)pyrazin-2-yl)pyrrolidin-3-yl)(methyl)carbamate FC=1C(=CC2=CN(N=C2C1)C)NC(=O)C=1N=CC(=NC1)N1C[C@@H](CC1)N(C(OC(C)(C)C)=O)C